FC1=C2C=CN(C2=C(C=C1)C)C1=CC(=CC=C1)C=1C=2N(C=CC1)N=CC2 4-fluoro-7-methyl-N-(3-(pyrazolo[1,5-a]pyridin-4-yl)phenyl)-1H-indole